COC(=O)C1CCC2(CCC3=CC=C(C=C23)OCCCCNC(CC2=CC(=CC=C2)C=2C=NC=CC2)=O)CC1 6'-(4-{2-[3-(pyridin-3-yl)phenyl]acetamido}butoxy)-2',3'-dihydrospiro[cyclohexane-1,1'-indene]-4-carboxylic acid methyl ester